7-(4-((1R,5S)-3,8-diazabicyclo[3.2.1]oct-3-yl)-8-fluoro-2-(((2R,7aS)-2-fluorotetrahydro-1H-pyrrolizin-7a(5H)-yl)methoxy)quinazolin-7-yl)-1-isopropyl-1H-indazol-5-amine [C@H]12CN(C[C@H](CC1)N2)C2=NC(=NC1=C(C(=CC=C21)C=2C=C(C=C1C=NN(C21)C(C)C)N)F)OC[C@]21CCCN1C[C@@H](C2)F